N-[(3-chloro-4-fluorophenyl)-(4-methyl-5-methylsulfonyl-1H-imidazol-2-yl)methyl]-2-methyl-6-(trifluoromethyl)pyridin-3-amine ClC=1C=C(C=CC1F)C(NC=1C(=NC(=CC1)C(F)(F)F)C)C=1NC(=C(N1)C)S(=O)(=O)C